CC1=NC=CC(=C1[C@@H]1N(CCC1)C)C |o1:7| (R) or (S)-2,4-dimethyl-3-(1-methylpyrrolidin-2-yl)pyridine